BrC=1C=2N=C3OCC=4N=CC=CC4C3=NC2C=C(C1)F 13-bromo-15-fluoro-9-oxa-6,11,18-triazatetracyclo[8.8.0.02,7.012,17]octadeca-1(18),2(7),3,5,10,12(17),13,15-octaene